FC(C=1OC(=NN1)C=1C=NC(=CC1)CN1N=NC(=C1)C1=CC(=NC=C1)F)F 2-(difluoromethyl)-5-(6-((4-(2-fluoropyridin-4-yl)-1H-1,2,3-triazol-1-yl)methyl)pyridin-3-yl)-1,3,4-oxadiazole